(methylsulfonyloxyimino)-1-cyclooctenylacetone CS(=O)(=O)ON=CC(CC1=CCCCCCC1)=O